C(C)C(C#CC(O)O)(C)CC diethyl-pentynediol